C1(CCCC1)C=1C=C(C(=C(C1)O)I)C 5-Cyclopentyl-2-iodo-3-methylphenol